ClC=1C=CC2=C([C@@H](C[C@@H](O2)C(=O)NC23CC(C2)(C3)N3C=NC(=C3)C3=CC(=C(C=C3)F)F)O)C1 |r| rac-(2R,4R)-6-chloro-N-{3-[4-(3,4-difluorophenyl)-1H-imidazol-1-yl]bicyclo[1.1.1]pentan-1-yl}-4-hydroxy-3,4-dihydro-2H-1-benzopyran-2-carboxamide